ClC1=CC2=C(C=N1)C=NN2C 6-chloro-1-methylpyrazolo[4,3-c]pyridine